NC1=CC=C(C=N1)C#CC1=CC=C2CN(C(C2=C1)=O)[C@@H](C(=O)NC1=NC=CC=C1)C1=C(C=CC(=C1)F)O |r| (2RS)-2-[6-[2-(6-amino-3-pyridinyl)ethynyl]-1-oxo-isoindolin-2-yl]-2-(5-fluoro-2-hydroxy-phenyl)-N-(2-pyridinyl)acetamide